BrC=1C=C(SC1)C(C)=O 1-(4-Bromothiophen-2-yl)ethane-1-one